methyl (5S)-3-((2-((S)-(((benzyloxy)carbonyl)amino)((1r,4S)-4-methylcyclohexyl)methyl)imidazo[1,2-b]pyridazin-6-yl)methyl)-2-oxo-5-(trifluoromethyl)pyrrolidine-3-carboxylate C(C1=CC=CC=C1)OC(=O)N[C@H](C=1N=C2N(N=C(C=C2)CC2(C(N[C@@H](C2)C(F)(F)F)=O)C(=O)OC)C1)C1CCC(CC1)C